N(=C=S)C=1C=C(CN2CC3(COC3)C2)C=C(C1)C(F)(F)F 6-(3-isothiocyanato-5-(trifluoromethyl)benzyl)-2-oxa-6-azaspiro[3.3]heptane